ClC=1C=C(OCC(=O)OC)C=CC1Cl methyl 2-(3,4-dichlorophenoxy)acetate